C(C)(=O)O[C@@H]1[C@H](O[C@H]([C@@H]([C@H]1OC(C)=O)OC(C)=O)OCCCCN1N=CC(=C1)C1=CC2=NC(=CC(=C2O1)N1CCOCC1)N1N=C(C=C1)C1=CC=CC=C1)COC(C)=O (2R,3R,4S,5R,6R)-2-(acetoxymethyl)-6-(4-(4-(7-morpholino-5-(3-phenyl-1H-pyrazol-1-yl)furo[3,2-b]pyridin-2-yl)-1H-pyrazol-1-yl)butoxy)tetrahydro-2H-pyran-3,4,5-triyl triacetate